ClC=1C=CC(=C(C1)C1=CC(=C(N=N1)SCCO)NC1=CC(=NC=C1)NC(=O)C1CC(C1)N1CCC(CC1)C(=O)OCC)F ethyl 1-{3-[(4-{[6-(5-chloro-2-fluorophenyl)-3-[(2-hydroxyethyl)sulfanyl]pyridazin-4-yl]amino}pyridin-2-yl)carbamoyl]cyclobutyl}piperidine-4-carboxylate